4-[[2-(5-chloro-2-hydroxy-phenyl)acetyl]amino]-N-(1-cyano-2-methoxy-1-methyl-ethyl)pyridine-2-carboxamide ClC=1C=CC(=C(C1)CC(=O)NC1=CC(=NC=C1)C(=O)NC(COC)(C)C#N)O